(R)-1-(7-methoxy-3-(6-(piperidin-3-ylamino)pyridin-2-yl)imidazo[1,2-b]pyridazin-6-yl)pyrrolidin-2-one COC1=CC=2N(N=C1N1C(CCC1)=O)C(=CN2)C2=NC(=CC=C2)N[C@H]2CNCCC2